O1C(C1)COC=1C=C(C=O)C=CC1 3-(oxiran-2-ylmethoxy)benzaldehyde